C1(CC1)C=1C=CC=C2C(=NN(C12)C)NC(C1=CC(=C(C=C1)F)F)=O N-(7-cyclopropyl-1-methyl-1H-indazol-3-yl)-3,4-difluorobenzamide